CC1C=C(N2C(C(C12)[C@@H](C)NC(CNC)=O)=O)C(=O)O 4-methyl-6-((R)-1-(2-(methylamino)acetamido)ethyl)-7-oxo-1-azabicyclo[3.2.0]hept-2-ene-2-carboxylic acid